1-((5-(3-chlorophenyl)-3-hydroxypicolinamido)methyl)cyclopropane-1-carboxylic acid ClC=1C=C(C=CC1)C=1C=C(C(=NC1)C(=O)NCC1(CC1)C(=O)O)O